OC1(CC2(CN(C2)C=2C=C(C=3N(C2)N=CC3C#N)C=3C=NC(=CC3)N3CC2N(C(C3)C2)CC=2C=NC(=CC2)OC)C1)C 6-(6-hydroxy-6-methyl-2-azaspiro[3.3]heptan-2-yl)-4-(6-(6-((6-methoxypyridin-3-yl)methyl)-3,6-diazabicyclo[3.1.1]heptan-3-yl)pyridin-3-yl)pyrazolo[1,5-a]pyridine-3-carbonitrile